2-Methyl-N-(1-(2-methyl-7-(3-(trifluoromethyl)azetidin-1-yl)quinolin-5-yl)cyclopropyl)-5-((1-methylazetidin-2-yl)methoxy)benzamide CC1=C(C(=O)NC2(CC2)C2=C3C=CC(=NC3=CC(=C2)N2CC(C2)C(F)(F)F)C)C=C(C=C1)OCC1N(CC1)C